CN(C)CC(CCCCCCCC)O N,N-dimethyl-2-hydroxy-decylamine